3,6-Dichloro-1,2,4-triazine ClC=1N=NC(=CN1)Cl